(trifluoromethyl)sulfonyl-benzenesulfonamide FC(S(=O)(=O)C1=C(C=CC=C1)S(=O)(=O)N)(F)F